iron-cobalt copper [Cu].[Co].[Fe]